tert-butyl (2S,4S)-2-((3-(benzoyloxy)propyl)carbamoyl)-4-((8-(benzyloxy)-7-bromoquinoxalin-2-yl)amino)piperidine-1-carboxylate C(C1=CC=CC=C1)(=O)OCCCNC(=O)[C@H]1N(CC[C@@H](C1)NC1=NC2=C(C(=CC=C2N=C1)Br)OCC1=CC=CC=C1)C(=O)OC(C)(C)C